FC1(C2(CN(C2)C2=C(C3=C(N(C(N3C)=O)C3C(NC(CC3)=O)=O)C=C2)F)CCNC1)F 3-[5-(5,5-Difluoro-2,7-diazaspiro[3.5]nonan-2-yl)-4-fluoro-3-methyl-2-oxo-benzimidazol-1-yl]piperidine-2,6-dione